COC(C(N=C(C1=CC=CC=C1)C1=CC=CC=C1)C1=CC2=C(SCCN2CC2=CC=CC=C2)C=C1)=O.CC1(OB(OC1(C)C)C=1C=NN(C1)C([2H])([2H])[2H])C 4-(4,4,5,5-tetramethyl-1,3,2-dioxaborolan-2-yl)-1-(trideuteromethyl)pyrazole Methyl-2-(4-benzyl-3,4-dihydro-2H-benzo[b][1,4]thiazin-6-yl)-2-((diphenylmethylene)amino)acetate